OC1(CC=CC=C1)C(O)C(O)CO 1-hydroxyphenylglycerine